1,2,3,4,6,7-hexahydroazepin N1CCCCCC1